2-[7-[3-(2,4-dioxohexahydropyrimidin-1-yl)-1-methyl-indazol-6-yl]-4-azaspiro[2.5]octan-4-yl]acetic acid tert-butyl ester C(C)(C)(C)OC(CN1C2(CC2)CC(CC1)C1=CC=C2C(=NN(C2=C1)C)N1C(NC(CC1)=O)=O)=O